2-(7-chloroimidazo[1,5-a]pyridin-1-yl)-N-(6-((6-cyclopropylimidazo[1,2-a]pyridin-2-yl)(hydroxy)methyl)pyrimidin-4-yl)acetamide ClC1=CC=2N(C=C1)C=NC2CC(=O)NC2=NC=NC(=C2)C(O)C=2N=C1N(C=C(C=C1)C1CC1)C2